P(=O)(OCCCCN(CCCCCCCC)CCCCCCCC)(OCCCCCCCCC)[O-] 4-(dioctylamino)butyl nonyl phosphate